FC=1C=C(OC2=C(COC3=CC=C(C=C3)CCC(=O)O)C=CC=C2)C=CC1 3-(4-((2-(3-fluorophenoxy)benzyl)oxy)phenyl)propionic acid